CS(=O)(=O)N1CCN(CC1)C1=CC=C(C=N1)CC(=O)NC(C=1OC(=CC1)C)C1=C(C=C(C=C1)C)N1CCCCC1 2-[6-(4-Methansulfonylpiperazin-1-yl)pyridin-3-yl]-N-{[4-methyl-2-(piperidin-1-yl)phenyl](5-methylfuran-2-yl)methyl}acetamid